1-((3S,5R,8R,9S,10S,13R,14S,17R)-14-hydroxy-10,13-dimethyl-17-(2-oxo-2H-pyran-5-yl)hexadecahydro-1H-cyclopenta[a]phenanthren-3-yl)-3-(2-((S)-3-hydroxypyrrolidin-1-yl)ethyl)urea O[C@]12[C@@H]3CC[C@@H]4C[C@H](CC[C@@]4([C@H]3CC[C@@]2([C@H](CC1)C=1C=CC(OC1)=O)C)C)NC(=O)NCCN1C[C@H](CC1)O